OCCC1OCCC1O 2-(2-hydroxyethyl)tetrahydrofuran-3-ol